4-N-(benzhydryloxycarbonyl)-cytosine C(C1=CC=CC=C1)(C1=CC=CC=C1)OC(=O)NC1=NC(NC=C1)=O